2,2-bis-hydroxymethyl-butanol OCC(CO)(CC)CO